C(C)C(C(=O)[O-])CCCC.[Sn+2].C(C)C(C(=O)[O-])CCCC tin (II) 2-ethylhexanoate